7-hydroxy-N,N,2-trimethyl-3-(p-tolylsulfonyl)benzimidazole-5-carboxamide OC1=CC(=CC2=C1N=C(N2S(=O)(=O)C2=CC=C(C=C2)C)C)C(=O)N(C)C